(cyclopropylmethyl)-N-methyl-N-phenyl-1,2,3,4-tetrahydroisoquinolin-7-amine C1(CC1)CC1NCCC2=CC=C(C=C12)N(C1=CC=CC=C1)C